(2s,4s)-1-((3s,4r)-1-(tert-butyl)-4-(4-chlorophenyl)pyrrolidine-3-carbonyl)-4-(N-((1s,4r)-4-methylcyclohexyl)propanamido)pyrrolidine-2-carboxylic acid C(C)(C)(C)N1C[C@H]([C@@H](C1)C1=CC=C(C=C1)Cl)C(=O)N1[C@@H](C[C@@H](C1)N(C(CC)=O)C1CCC(CC1)C)C(=O)O